[Cl-].O(C1=CC=C(N)C=C1)C1=CC=C(N)C=C1 4,4'-oxyDianiline chloride